anti-Glucose O=C[C@H](O)[C@@H](O)[C@H](O)[C@H](O)CO